C(C)(=O)[O-].C(CCCCCCCCC)[N+]1(CCCCC1)CCCC 1-Decyl-1-butylpiperidinium acetat